NCC(C(=O)O)NC(=O)OC(C)(C)C 3-amino-2-(tert-butoxycarbonylamino)propionic acid